N,N',N''-(nitrilotris(ethane-2,1-diyl))tris(2,3,5-triiodobenzamide) N(CCNC(C1=C(C(=CC(=C1)I)I)I)=O)(CCNC(C1=C(C(=CC(=C1)I)I)I)=O)CCNC(C1=C(C(=CC(=C1)I)I)I)=O